2-(tert-butoxy-carbonyl-amino)acetic acid C(C)(C)(C)OC(=O)NCC(=O)O